F[C@@H]1CNCC[C@@H]1NC1CCOCC1 (3R,4S)-3-fluoro-N-(tetrahydro-2H-pyran-4-yl)piperidin-4-amine